ClC1=CC=C(C=C1)C1=NN(C(C1)C#N)C1=CC=C(C=C1)OC(F)(F)F 3-(4-chlorophenyl)-1-(4-trifluoromethoxyphenyl)-4,5-dihydro-1H-pyrazole-5-carbonitrile